C(C)C1=CC(=C(C(=C1C(=O)OC1=C(C(=C(C(=O)OCOC)C(=C1C)C)C)C)C)C)O methoxymethyl 4-((6-ethyl-4-hydroxy-2,3-dimethylbenzoyl)oxy)-2,3,5,6-tetramethylbenzoate